C1(CCCCC1)C(=O)NCC(=O)O 2-(cyclohexanecarbonylamino)acetic acid